4-((1-(4-(2-(2-Aminopyridin-3-yl)-5-(tetrahydro-2H-pyran-4-yl)-3H-imidazo[4,5-b]pyridin-3-yl)benzyl)piperidin-4-yl)amino)pyrimidine-2-carbonitrile NC1=NC=CC=C1C1=NC=2C(=NC(=CC2)C2CCOCC2)N1C1=CC=C(CN2CCC(CC2)NC2=NC(=NC=C2)C#N)C=C1